CC1=C(C=C(C=C1)C)N1C(=NC2=CC(=C(C=C2C1=O)/C=C/C(=O)NO)F)CC (E)-3-(3-(2,5-dimethylphenyl)-2-ethyl-7-fluoro-4-oxo-3,4-dihydroquinazolin-6-yl)-N-hydroxyacrylamide